6-acetyl-8-cyclopentyl-2-[[5-[4-[4-(hydroxymethyl)benzoyl]piperazin-1-yl]-2-pyridyl]amino]-5-methyl-pyrido[2,3-d]pyrimidin-7-one C(C)(=O)C1=C(C2=C(N=C(N=C2)NC2=NC=C(C=C2)N2CCN(CC2)C(C2=CC=C(C=C2)CO)=O)N(C1=O)C1CCCC1)C